1,1'-thiocarbonyldi2(1H)-pyridone C(=S)(N1C(C=CC=C1)=O)N1C(C=CC=C1)=O